[C@H]12NC[C@H]([C@@H]1N1C(=CC=3C(=NC=4C(=C(C(=CC4C31)C(C#N)C)C3=CC=CC1=CC=C(C=C31)F)F)O[C@@H](C)[C@H]3N(CCC3)C)C)C2 (1-((1R,4R,5S)-2-azabicyclo[2.1.1]hexan-5-yl)-6-fluoro-7-(7-fluoronaphthalen-1-yl)-2-methyl-4-((S)-1-((S)-1-methylpyrrolidin-2-yl)ethoxy)-1H-pyrrolo[3,2-c]quinolin-8-yl)propionitrile